C(CCCC)N1C=C(C2=CC=CC=C12)C(=O)C1=CC=C(C2=CC=CC=C12)C 1-pentyl-3-(4-methyl-1-naphthoyl)indole